FC1=CC=C(C(=C1[C@H]1N([C@@H](CC2=C1NC1=CC=CC=C21)C)C[C@@H](C(=O)O)C)C)N(C)CCNCCCF (S)-3-((1R,3R)-1-(6-fluoro-3-((2-((3-fluoropropyl)amino)ethyl)(methyl)amino)-2-methylphenyl)-3-methyl-1,3,4,9-tetrahydro-2H-pyrido[3,4-b]indol-2-yl)-2-methylpropanoic acid